C(C)(=O)[O-].[In+3].C(C)(=O)[O-].C(C)(=O)[O-] Indium(III) acetat